NC1=C(C(=NN1C1CCOCC1)C1=CC(=C(C(=C1)F)CNC(C1=C(C=CC=C1)OC)=O)F)C#N N-[[4-(5-amino-4-cyano-1-tetrahydropyran-4-ylpyrazol-3-yl)-2,6-difluoro-phenyl]methyl]-2-methoxy-benzamide